BrC1=C2C=NNC2=CC(=C1C1(CC1)C)Cl 4-bromo-6-chloro-5-(1-methylcyclopropyl)-1H-indazole